C(C)(C)(C)OC(=O)N1C(C2=CC=CC=C2CC1)C 2-(tert-butoxycarbonyl)-1-methyl-1,2,3,4-tetrahydroisoquinoline